1-[6-(Cyclohex-1-en-1-yl)-3,3-dimethyl-1H,2H,3H-pyrrolo[3,2-c]pyridin-1-yl]-2-[(2R,5R)-2-(methoxymethyl)-5-methylpiperazin-1-yl]ethan-1-one, hydrochloride salt Cl.C1(=CCCCC1)C1=CC2=C(C=N1)C(CN2C(CN2[C@H](CN[C@@H](C2)C)COC)=O)(C)C